C(C1CO1)OCCC[Si](OC1=CC=CC=C1)(OC1=CC=CC=C1)C γ-glycidoxypropylmethyl-diphenoxysilane